3-(1,1-difluoroethyl)-4-methyl-1-((2-methyltetrahydrofuran-2-yl)methyl)-N-(2-sulfamoylpyridin-4-yl)-1H-pyrazole-5-carboxamide FC(C)(F)C1=NN(C(=C1C)C(=O)NC1=CC(=NC=C1)S(N)(=O)=O)CC1(OCCC1)C